[N-](S(=O)(=O)C(F)(F)F)S(=O)(=O)C(F)(F)F.C[NH+]1CCCC1 1-methyl-pyrrolidinium bis(trifluoromethanesulfonyl)imide